4-(cumylperoxy)-2-pentanone C(C)(C)(C1=CC=CC=C1)OOC(CC(C)=O)C